4-(1-(2,6-Difluoro-4-((isopropylamino)methyl)phenyl)-1H-imidazol-4-yl)-N-((3R,4S)-3-fluoro-1-(methylsulfonyl)piperidin-4-yl)-5-(trifluoromethyl)pyrimidin-2-amine FC1=C(C(=CC(=C1)CNC(C)C)F)N1C=NC(=C1)C1=NC(=NC=C1C(F)(F)F)N[C@@H]1[C@@H](CN(CC1)S(=O)(=O)C)F